9-((tert-butyldiphenylsilyl)oxy)heptadecane-1,17-diol [Si](C1=CC=CC=C1)(C1=CC=CC=C1)(C(C)(C)C)OC(CCCCCCCCO)CCCCCCCCO